CN1SNCCC1C(=O)N 2-methyl-1,2,6-thiadiazinane-3-carboxamide